(E)-N-(3-((5-(4-bromo-3-fluorophenyl)-2-((1-methyl-1H-pyrazol-4-yl)amino)pyrimidin-4-yl)amino)-4-fluorophenyl)-4-(dimethylamino)but-2-enamide BrC1=C(C=C(C=C1)C=1C(=NC(=NC1)NC=1C=NN(C1)C)NC=1C=C(C=CC1F)NC(\C=C\CN(C)C)=O)F